C(C)C1(NC(N(C(C1)=O)C(C=1C=C(C(=O)NC2CC(OC3=CC=CC=C23)(C)C)C=CC1)C=1C=NC=NC1)=N)CC 3-[(4,4-diethyl-2-imino-6-oxo-hexahydropyrimidin-1-yl)-pyrimidin-5-yl-methyl]-N-(2,2-dimethylchroman-4-yl)benzamide